3-propylsulfonylchloride acrylate C(C=C)(=O)O.CCCS(=O)(=O)Cl